ClC1=CC2=C(N(C(N=C2N2C[C@H](N(C[C@@H]2C)C(=O)OC(C)(C)C)C)=O)C=2C(=NC(=NC2C)C)C(C)C)N=C1C1=C(C=CC=C1)F tert-Butyl (2R,5S)-4-(6-chloro-7-(2-fluorophenyl)-1-(4-isopropyl-2,6-dimethylpyrimidin-5-yl)-2-oxo-1,2-dihydropyrido[2,3-d]pyrimidin-4-yl)-2,5-dimethylpiperazine-1-carboxylate